3,4-diamino-1-methyl-pyridin-2-one NC=1C(N(C=CC1N)C)=O